C(=O)O.FC=1C(=CC=2C3=C(C=NC2C1)N(C(C31CCC1)=O)C)C=1C=C(C(=NC1)N1CC(C1)NC)NS(=O)(=O)C N-(5-(7'-Fluoro-3'-methyl-2'-oxo-2',3'-dihydrospiro[cyclobutane-1,1-pyrrolo[2,3-c]quinolin]-8'-yl)-2-(3-(methylamino)azetidin-1-yl)pyridin-3-yl)methanesulfonamide formate